NC1=C(C(=NN1C)C1CC2CC(CC2C1)CNC(OC)=O)C(NC1=CC(=C(C=C1)F)Cl)=O Methyl ((5-(5-amino-4-((3-chloro-4-fluorophenyl)carbamoyl)-1-methyl-1H-pyrazol-3-yl)octahydropentalen-2-yl)methyl)carbamate